C1(CCC1)N1C=2C3=C(NN=C3CCC1)C=CN2 6-cyclobutyl-6,7,8,9-tetrahydro-2H-1,2,5,6-tetraazabenzo[cd]azulene